IC1=CN(C2=C1C(=NC=C2)N2C[C@H](N(C[C@@H]2C)C(=O)OC(C)(C)C)C)S(=O)(=O)C2=CC=C(C=C2)C tert-butyl (2R,5S)-4-[3-iodo-1-(4-methylbenzenesulfonyl)-1H-pyrrolo[3,2-c]pyridin-4-yl]-2,5-dimethylpiperazine-1-carboxylate